C1(CC1)C1=CN=C(S1)NC([C@@H](C)C=1C=C(C=CC1)C=1C=C(C(=NC1)NC(C=C)=O)F)=O (S)-N-(5-(3-(1-((5-cyclopropylthiazol-2-yl)amino)-1-oxopropan-2-yl)phenyl)-3-fluoropyridin-2-yl)acrylamide